NC1=C(C(NC2=C(C=CC=C12)Br)=O)C(=O)NCCC 4-Amino-8-bromo-2-oxo-N-propyl-1H-quinoline-3-carboxamide